The molecule is a sulfonamide formed by dansylation of 4-hydroxyaminobenzylamine; used as a fluorescence-labelled model hapten. It is a sulfonamide, a member of hydroxylamines and a tertiary amino compound. CN(C)C1=CC=CC2=C1C=CC=C2S(=O)(=O)NCC3=CC=C(C=C3)NO